N1C(CCCC1)C(=O)N piperidine-2-carboamide